C(CCCC(=O)[O-])(=O)[O-] glutaric acid anion